O=C(C(C)OC(=O)C1CCCCC1)C=1C=CC2=C(CCO2)C1 Cyclohexanecarboxylic acid 1-oxo-1-(2,3-dihydrobenzofuran-5-yl)-2-propyl ester